FC1=CC=C(C=C1)C1=CC(=CC=C1)CO {4'-fluoro-[1,1'-biphenyl]-3-yl}methanol